4-methoxy-6-oxopyrimidin COC=1N=CNC(C1)=O